1-(4-(2-(2,6-dimethylpyridin-4-yl)-3-isopropyl-1H-indol-5-yl)piperidin-1-yl)-2-((2-hydroxyethyl)(methyl)amino)ethan-1-one 3,4,5-tris((2-ethylhexyl)oxy)benzyl-4-bromobutanoate C(C)C(COC=1C=C(COC(CCCBr)=O)C=C(C1OCC(CCCC)CC)OCC(CCCC)CC)CCCC.CC1=NC(=CC(=C1)C=1NC2=CC=C(C=C2C1C(C)C)C1CCN(CC1)C(CN(C)CCO)=O)C